3-(cyclopropylhydroxymethyl)benzoic acid C1(CC1)C(C=1C=C(C(=O)O)C=CC1)O